ClC1=NC2=CC=CC=C2C(=N1)N(C1=CC(=CC=C1)[N+](=O)[O-])C 2-chloro-N-methyl-N-(3-nitrophenyl)quinazolin-4-amine